N-(1-Methylpiperidin-4-yl)-5-(quinoxalin-6-yl)-7H-pyrrolo[2,3-d]pyrimidin-2-amine CN1CCC(CC1)NC=1N=CC2=C(N1)NC=C2C=2C=C1N=CC=NC1=CC2